(7-fluoro-5-((3-fluorophenyl)(methyl)amino)-[1,2,4]triazolo[4,3-a]quinazolin-8-yl)methanol FC=1C=C2C(=NC=3N(C2=CC1CO)C=NN3)N(C)C3=CC(=CC=C3)F